C1=CC(=CC=C1OC2=C(C=C(C=C2)Cl)[N+](=O)[O-])Cl 2-nitro-4,4'-dichlorodiphenyl ether